FC=1C=C(C=CC1F)N1CC(N(CC1)C(=O)C1=CC(NC2=CC=CC=C12)=O)C(=O)NCC1OCCC1 4-(3,4-difluorophenyl)-1-(2-oxo-1,2-dihydroquinoline-4-carbonyl)-N-((tetrahydrofuran-2-yl)methyl)piperazine-2-carboxamide